9-(1-naphthyl)-10-bromoanthracene C1(=CC=CC2=CC=CC=C12)C=1C2=CC=CC=C2C(=C2C=CC=CC12)Br